N-(2-(5-hydroxy-4-methyl-1H-indol-3-yl)ethyl)acetamide OC=1C(=C2C(=CNC2=CC1)CCNC(C)=O)C